CN1N=C(C(=C1)C1NCCC1)C 1,3-dimethyl-4-(pyrrolidin-2-yl)-1H-pyrazole